methyl 2-(4-formyl-1-oxo-[1,2,4]triazino[4,5-a]indol-2-yl)acetate C(=O)C1=NN(C(C=2N1C=1C=CC=CC1C2)=O)CC(=O)OC